ClC1=CC=C(C(=N1)C1=NN(C=N1)C)NC(C)C=1C=2C3=C(N(C(C2C=C(C1)C)=O)CC)N(N=C3)C3=NC=CC=C3 9-[1-[[6-chloro-2-(1-methyl-1,2,4-triazol-3-yl)-3-pyridinyl]amino]ethyl]-4-ethyl-7-methyl-3-(2-pyridinyl)pyrazolo[3,4-c]isoquinolin-5-one